5-[4-(2-chloro-3-methoxybenzoylamino)phenyl]-1,3-dihydronaphtho[1,2-e]-1,4-diazepine-2-one ClC1=C(C(=O)NC2=CC=C(C=C2)C=2C3=C(NC(CN2)=O)C2=CC=CC=C2C=C3)C=CC=C1OC